1-tert-butyl 4-methyl 4-(cyanomethyl)-3-methylpiperidine-1,4-dicarboxylate C(#N)CC1(C(CN(CC1)C(=O)OC(C)(C)C)C)C(=O)OC